NC1(CN(CC1)C1=C(C=NC=C1C1=NC2=C(N1)C=CC=C2F)C=2C=C(C#N)C=C(C2)F)C(F)(F)F 3-{4-[3-amino-3-(trifluoromethyl)pyrrolidin-1-yl]-5-(4-fluoro-1H-1,3-benzodiazol-2-yl)pyridin-3-yl}-5-fluorobenzonitrile